(1R,3R,5R)-3-(2-iodoethyl)bicyclo[3.2.0]heptan-6-one ICC[C@@H]1C[C@@H]2CC([C@@H]2C1)=O